4,4'-Bis[N-(4-diphenylaminophenyl)-N-Phenyl-Amino]Biphenyl C1(=CC=CC=C1)N(C1=CC=C(C=C1)N(C1=CC=CC=C1)C1=CC=C(C=C1)C1=CC=C(C=C1)N(C1=CC=C(C=C1)N(C1=CC=CC=C1)C1=CC=CC=C1)C1=CC=CC=C1)C1=CC=CC=C1